BrC1=CN=C(S1)C(=O)NCCOC 5-bromo-N-(2-methoxyethyl)thiazole-2-carboxamide